[C@H]1(CC[C@H](CC1)[N+]1(CCOCC1)C)[N+]1(CCOCC1)C trans-4,4'-(1,4-cyclohexanediyl)bis(4-methyl-4-morpholinium)